C(C)(C)(C)N1CCC(CC1)N1N=NC(=C1)[C@H](C=1C2=C(SC1)C=CC(=C2)Cl)NC=2C=C1C(=CC=NC1=C(C2)Cl)NC2=CC(=C(C=C2)F)Cl (S)-6-(((1-(1-(tert-butyl)piperidin-4-yl)-1H-1,2,3-triazol-4-yl)(5-chlorobenzo[b]thiophen-3-yl)methyl)amino)-8-chloro-4-((3-chloro-4-fluorophenyl)amino)quinoline